ClC=1C=CC=C2C=CC(=NC12)NC1=CC(=CC=C1)OC 8-chloro-N-(3-methoxyphenyl)quinolin-2-amine